6-(6-(2-hydroxypropan-2-yl)pyridin-3-yl)-4-(((1R,3R)-3-methoxycyclopentyl)methyl)-3,4-dihydropyrazino[2,3-b]pyrazin-2(1H)-one OC(C)(C)C1=CC=C(C=N1)C=1N=C2C(=NC1)NC(CN2C[C@H]2C[C@@H](CC2)OC)=O